3,3-difluoro-propan-1-amine hydrochloride Cl.FC(CCN)F